1-(2-(2-(2-methoxyethyl)-1-methyl-1H-imidazo[1,2-b]pyrazole-7-carbonyl)-2-azaspiro[3.3]heptan-6-yl)-1-methyl-3-(5-(trifluoromethyl)pyridin-3-yl)urea COCCC=1N(C=2N(N=CC2C(=O)N2CC3(C2)CC(C3)N(C(=O)NC=3C=NC=C(C3)C(F)(F)F)C)C1)C